C1(=CC=CC=C1)C(=C(C1=CC=CC=C1)C1=CC=CC=C1)C1=CC=C(C=O)C=C1 4-(1,2,2-triphenyl-vinyl)benzaldehyde